C(C)S(=O)(=O)CCCN1CCS(CC1)(=O)=O 4-(3-ethanesulfonylpropyl)thiomorpholine 1,1-dioxide